NC=1N=C(SC1C(=O)C1=CC(=NO1)C1CCCC1)NC1=CC=C(C=C1)F [4-amino-2-(4-fluoroanilino)-1,3-thiazol-5-yl](3-cyclopentyl-1,2-oxazol-5-yl)methanone